(S,E)-Methyl-6-(5-bromobenzo[b]thiophen-2-carboxamido)-7-(1-(2-(2-adamantylamino)-2-oxoethyl)-2-oxo-1,2-dihydropyridin-3-ylamino)-7-oxohept-2-enoat COC(\C=C\CC[C@@H](C(=O)NC=1C(N(C=CC1)CC(=O)NC1C2CC3CC(CC1C3)C2)=O)NC(=O)C2=CC3=C(S2)C=CC(=C3)Br)=O